7-fluoro-6-methoxy-2-methylindazole FC1=C(C=CC2=CN(N=C12)C)OC